2,9-dimethyl-4,7-diphenyl-1,10-phenanthrolinedisulfonate CC1(NC2=C3N=C(C=C(C3=CC=C2C(=C1S(=O)(=O)[O-])C1=CC=CC=C1)C1=CC=CC=C1)C)S(=O)(=O)[O-]